[O].O=C[C@H](O)[C@@H](O)[C@H](O)[C@H](O)CO D-glucose Oxygen